methyl 3-ethyl-2-(hydroxydiphenylmethyl)-7-methoxyimidazo[1,2-a]pyridine-6-carboxylate C(C)C1=C(N=C2N1C=C(C(=C2)OC)C(=O)OC)C(C2=CC=CC=C2)(C2=CC=CC=C2)O